[Cl-].C(=C)N1CN(C=C1)C=CC1=CC=CC=C1 1-vinyl-3-styryl-imidazole chloride